Monoisooctyl Dodecenylsuccinate C(=CCCCCCCCCCC)C(C(=O)OCCCCCC(C)C)CC(=O)[O-]